BrC1=CC=CC2=C1N(C(N2)=O)C2CCN(CC2)C(=O)NC2=CC(=C(C=C2)Cl)Cl 4-(7-bromo-2-oxo-2,3-dihydro-1H-1,3-benzodiazol-1-yl)-N-(3,4-dichlorophenyl)piperidine-1-carboxamide